4-Bromo-N-(6-(2-cyano-4-(5-methyl-1,2,4-oxadiazol-3-yl)phenyl)pyridin-3-yl)-3-(2-(dimethylamino)ethoxy)benzamid BrC1=C(C=C(C(=O)NC=2C=NC(=CC2)C2=C(C=C(C=C2)C2=NOC(=N2)C)C#N)C=C1)OCCN(C)C